5-(trifluoromethylsulfonyl)benzoic acid FC(S(=O)(=O)C=1C=CC=C(C(=O)O)C1)(F)F